(R)-1-(8-(2-methoxypyridin-4-yl)isochroman-4-yl)-N-methyl-methanamine hydrochloride Cl.COC1=NC=CC(=C1)C=1C=CC=C2[C@@H](COCC12)CNC